C(C)(C)(C)N(C(O)=O)C(CCOCCOCC1=CC=CC=C1)CCC(F)(F)F.CN(C1=CC(=C(C=C1)OC)NC([C@@H](NC(=O)OC(C)(C)C)[C@@H](C)CC)=O)C1=CC(OC2=CC=CC=C12)=O 4-(N-methyl-N-(3-(N-Boc-L-isoleucylamino)-4-methoxyphenyl)-amino)coumarin tert-butyl-(1-(2-(benzyloxy)ethoxy)-6,6,6-trifluorohexan-3-yl)carbamate